C(C1=CC=CC=C1)OCC(=O)N1C(C(CCC1)C1=CC=NN1COCC[Si](C)(C)C)CO[C@@H]1CC[C@@H](CC1)C1=C(C(=CC=C1F)F)F 2-(benzyloxy)-1-(2-((((CIS)-4-(2,3,6-trifluorophenyl)cyclohexyl)oxy)methyl)-3-(1-((2-(trimethylsilyl)ethoxy)methyl)-1H-pyrazol-5-yl)piperidin-1-yl)ethan-1-one